C[C@@H]1CN(C[C@H]2N1CC1=CC(=CC=C21)N2C[C@@]([C@@H](C2)N)(C)O)C2=C1C=CC=NC1=C(C=C2)C#N 5-[(4R,10bS)-4-methyl-8-[trans-(3R,4R)-4-amino-3-hydroxy-3-methyl-pyrrolidin-1-yl]-3,4,6,10b-tetrahydro-1H-pyrazino[2,1-a]isoindol-2-yl]quinoline-8-carbonitrile